N-[6-(3-chlorophenoxy)-5-sulfamoylpyridin-3-yl]-2-[2-(difluoromethyl)phenyl]-acetamide ClC=1C=C(OC2=C(C=C(C=N2)NC(CC2=C(C=CC=C2)C(F)F)=O)S(N)(=O)=O)C=CC1